7-(8-methylnaphthalen-1-yl)-2-(((S)-1-methylpyrrolidin-2-yl)methoxy)-8-oxo-6-(trifluoromethyl)-7,8-dihydropyrimido[5,4-d]pyrimidine CC=1C=CC=C2C=CC=C(C12)N1C(=NC2=C(N=C(N=C2)OC[C@H]2N(CCC2)C)C1=O)C(F)(F)F